4-(ethoxymethyl)aniline C(C)OCC1=CC=C(N)C=C1